COCC1(N2CCC(C1=O)CC2)CN(C(=O)OC(C)(C)C2=NN(C=C2)C2=CC(=CC=C2)CN)[C@H]2C[C@H](CCC2)N(C(O)=O)CC2(N1CCC(C2=O)CC1)COC 2-(1-(3-(aminomethyl)phenyl)-1H-pyrazol-3-yl)propan-2-ol bis((2-(methoxymethyl)-3-oxoquinuclidin-2-yl)methyl)((1R,3S)-cyclohexane-1,3-diyl)dicarbamate